NC1=NC(=C2N=C(N(C2=N1)CC(=O)NC1=CC(=NN1CC)C)C1=CC(=CC=C1)OC)NC1=CC=C(C=C1)N 2-(2-amino-6-((4-aminophenyl)amino)-8-(3-methoxyphenyl)-9H-purin-9-yl)-N-(1-ethyl-3-methyl-1H-pyrazol-5-yl)acetamide